(E)-(2-((3-Methoxy-5-(3-methoxy-2-(3-methylbut-2-en-1-yl)-5-((2-(trimethylsilyl)ethoxy)methoxy)styryl)phenoxy)methoxy)ethyl)trimethylsilane COC=1C=C(OCOCC[Si](C)(C)C)C=C(C1)\C=C\C1=C(C(=CC(=C1)OCOCC[Si](C)(C)C)OC)CC=C(C)C